C(C)OCC1(CN(CC1)CC=1C(=NC(=CC1)C)C)CCC1=CSC=C1 3-((3-(ethoxymethyl)-3-(2-(thiophen-3-yl)ethyl)pyrrolidin-1-yl)methyl)-2,6-dimethylpyridine